The molecule is the anionic form of a fluorescent dye derived from a 3,6-diaminoxanthenium-4,5-disulphate. It has a role as a fluorochrome. It is an organosulfonate oxoanion and a xanthene dye. It derives from a fluorescin. C1=CC(=C(C=C1C(=O)[O-])C2=C3C=CC(=N)C(=C3OC4=C2C=CC(=C4S(=O)(=O)[O-])N)S(=O)(=O)[O-])C(=O)O